BrC1=C(C2=C(N(C(=N2)C2CCNCC2)C(C)C)C=C1Br)[N+](=O)[O-] 5,6-dibromo-4-nitro-2-(piperidin-4-yl)-1-(propan-2-yl)-1H-1,3-benzodiazole